(S,Z)-9-(1-acryloylpyrrolidin-3-yl)-6-(hydroxyimino)-7-(4-phenoxyphenyl)-7,9-dihydro-1H-purin-8(6H)-one C(C=C)(=O)N1C[C@H](CC1)N1C=2N=CN\C(\C2N(C1=O)C1=CC=C(C=C1)OC1=CC=CC=C1)=N/O